4-(2,6-difluorobenzyl)-2-(3-fluoro-4-hydroxyphenyl)-2,4-dihydro-3H-1,2,4-triazol-3-one FC1=C(CN2C(N(N=C2)C2=CC(=C(C=C2)O)F)=O)C(=CC=C1)F